CC1=CC(=NC=C1C=1N=CC=2C3=C(N=CC2C1)NN=C3)C(CC)=O 1-(4-methyl-5-(3H-pyrazolo[3,4-c][2,6]naphthyridin-7-yl)pyridin-2-yl)propan-1-one